4-Butoxybenzenesulfonylchloride C(CCC)OC1=CC=C(C=C1)S(=O)(=O)Cl